O=C1CCC2=CC=CC=C12 1-oxo-1,3-dihydro-indene